C(C)OC1=CC2=C(C(=NS2(=O)=O)N(\N=C\C=2C=C3C(C(NC3=CC2)=O)(CC)CC)CC(C)C)C=C1 5-[(E)-[(6-Ethoxy-1,1-dioxo-1,2-benzothiazol-3-yl)-isobutyl-hydrazono]methyl]-3,3-diethyl-indolin-2-on